tert-butyl (R)-(5-(4-(trifluoromethyl)thiazol-2-yl)-5-azaspiro[2.4]heptan-7-yl)carbamate FC(C=1N=C(SC1)N1CC2(CC2)[C@H](C1)NC(OC(C)(C)C)=O)(F)F